2-chloro-1-methoxy-4-nitro-3-(trifluoromethyl)benzene ClC1=C(C=CC(=C1C(F)(F)F)[N+](=O)[O-])OC